6-[(5-iodothiophen-3-yl)methyl]adenosine IC1=CC(=CS1)CC1(C2=NCN([C@H]3[C@H](O)[C@H](O)[C@@H](CO)O3)C2=NC=N1)N